B([O-])([O-])[O-].C1=CC=CC2=CC=C3C(=C4C=CC=CC4=CC3=C12)[NH3+].C1=CC=CC2=CC=C3C(=C4C=CC=CC4=CC3=C12)[NH3+].C1=CC=CC2=CC=C3C(=C4C=CC=CC4=CC3=C12)[NH3+] 7-tetraphenylammonium borate